O1CCC(=CC1)C=1C2=C(C(=NC1)OC)N=C(S2)NC(=O)C=2C=NN(C2)CC=2NC=CN2 1-(1H-Imidazol-2-ylmethyl)-1H-pyrazole-4-carboxylic acid [7-(3,6-dihydro-2H-pyran-4-yl)-4-methoxy-thiazolo[4,5-c]pyridin-2-yl]-amide